BrC1=C(C=CC2=C1C(=NCC=1N2C=CC(N1)=O)C1=C(C=CC=C1F)F)Cl 8-bromo-9-chloro-7-(2,6-difluorophenyl)-5H-pyrimido[1,2-a][1,4]benzodiazepin-3-one